C(C)(C)(C)OC(=O)N(C=1C(=NC(=C(C1)C(F)(F)F)O[C@H](C)CC=C)C(=O)OC)C(=O)OC(C)(C)C Methyl (R)-3-(bis(tert-butoxycarbonyl)amino)-6-(pent-4-en-2-yloxy)-5-(trifluoromethyl)picolinate